ethyl 2-(5-bromo-3-cyclopropyl-4-hydroxy-6-oxopyridazin-1(6H)-yl)acetate BrC1=C(C(=NN(C1=O)CC(=O)OCC)C1CC1)O